CC1=C2C=CNC2=CC(=C1C)C 4,5,6-trimethylindole